N-[5-(2-Chloro-5-cyanophenyl)-1H-indazol-3-yl]-1-azabicyclo[2.2.2]octane-3-carboxamide hydrochloride Cl.ClC1=C(C=C(C=C1)C#N)C=1C=C2C(=NNC2=CC1)NC(=O)C1CN2CCC1CC2